cerium carbonate praseodymium [Pr+3].C([O-])([O-])=O.[Ce+3].C([O-])([O-])=O.C([O-])([O-])=O